OC[C@@H](C1=CC=CC=C1)NC(C1=CC=C(C=C1)C1=NC(=NC=C1)NC1=CC=C(C=C1)N1CCOCC1)=O (R)-N-(2-Hydroxy-1-phenylethyl)-4-(2-((4-morpholinophenyl)amino)pyrimidin-4-yl)benzamide